C1(CCC1)[C@@H]1CN2C=3C(=C(SC3C(N1)=O)C=1C=NNC1)OCC2 (R)-7-cyclobutyl-2-(1H-pyrazol-4-yl)-4,5,7,8-tetrahydro-3-oxa-1-thia-5a,8-diazabenzo[cd]azulen-9(6H)-one